3-cyano-2-methyl-5-phenyl-1,4-dihydropyridine C(#N)C1=C(NC=C(C1)C1=CC=CC=C1)C